ClC=1C=CC(=C(C(=O)OC)C1)S(N[C@@H]([C@H](C)C1=C(C(=CC=C1F)C)C)C=1OC(NN1)=O)(=O)=O methyl 5-chloro-2-(N-((1S,2R)-2-(6-fluoro-2,3-dimethylphenyl)-1-(5-oxo-4,5-dihydro-1,3,4-oxadiazol-2-yl)propyl)sulfamoyl)benzoate